[15NH2][13C@@H]([13C](=O)NCC(=O)N[C@H](C(=O)N)CC1=CNC2=CC=CC=C12)[13CH2]O (R)-2-(amino-15N)-N-(2-(((S)-1-amino-3-(1H-indol-3-yl)-1-oxopropan-2-yl)amino)-2-oxoethyl)-3-hydroxypropanamide-1,2,3-13C3